1,3-dichloro-2-(2,2-dibromovinyl)benzene ClC1=C(C(=CC=C1)Cl)C=C(Br)Br